Methylazobenzenesulfonyl chloride CN=NC1=C(C=CC=C1)S(=O)(=O)Cl